isopropyl N-[trans-4-[5-[4-[2-(tert-butoxycarbonylamino)ethoxy]-2-(tert-butylsulfamoyl)phenyl]thiazol-2-yl]cyclohexyl]carbamate C(C)(C)(C)OC(=O)NCCOC1=CC(=C(C=C1)C1=CN=C(S1)[C@@H]1CC[C@H](CC1)NC(OC(C)C)=O)S(NC(C)(C)C)(=O)=O